tert-butyl 2-(5-nitro-1-(tetrahydro-2H-pyran-2-yl)-1H-indazol-3-yl)-1-((2-(trimethylsilyl)ethoxy)methyl)-4,6-dihydropyrrolo[3,4-d]imidazole-5(1H)-carboxylate [N+](=O)([O-])C=1C=C2C(=NN(C2=CC1)C1OCCCC1)C1=NC2=C(N1COCC[Si](C)(C)C)CN(C2)C(=O)OC(C)(C)C